CC1=NOC(=N1)N1C2CC(CC1CCC2)N2CCC(CC2)N2N=CC=C2 9-(3-methyl-1,2,4-oxadiazol-5-yl)-3-[4-(1H-pyrazol-1-yl)piperidin-1-yl]-9-azabicyclo[3.3.1]nonane